CC1(OB(OC1(C)C)[C@@H]1[C@H](C1)C1=CC=C2C(=NN(C2=C1)CC(F)(F)F)C(F)(F)F)C 6-((1S,2S)-2-(4,4,5,5-tetramethyl-1,3,2-dioxaborolan-2-yl)cyclopropyl)-1-(2,2,2-trifluoroethyl)-3-(trifluoromethyl)-1H-indazole